bis[di(prop-2-yl)amino]amide CC(C)N(C(C)C)[N-]N(C(C)C)C(C)C